silylethenone [SiH3]C=C=O